FC=1C(=C(C(=O)N)C=C(C1F)CC1=C(C(=NC=C1)NS(NC)(=O)=O)F)NC1=C(C=C(C=C1)I)F 3,4-Difluoro-2-(2-fluoro-4-iodoanilino)-5-[[3-fluoro-2-(methylsulfamoylamino)pyridin-4-yl]methyl]benzamide